ClC=1C(=NC(=NC1)SC)C(=O)NC1=C(C=CC=C1C#N)Cl 5-chloro-N-(2-chloro-6-cyanophenyl)-2-(methylthio)pyrimidine-4-carboxamide